Cl.Cl.N1=CN=CC(=C1)O pyrimidin-5-ol dihydrochloride